[Na+].N[C@@H](CC1=CC(I)=C(C(I)=C1)OC1=CC(I)=C(C(I)=C1)O)C(=O)[O-] thyroxine sodium salt